FC1=CC=C(C=C1)NC1=NC=CC(=C1)N1C=C(C=C1)C(=O)NC(CN)CC1=CC=CC=C1 1-(2-((4-fluoro-phenyl)amino)pyridin-4-yl)-N-(1-amino-3-phenylpropan-2-yl)-1H-pyrrole-3-carboxamide